tert-butyl (1R,5S,8s)-8-({5-[3-fluoro-4-(trifluoromethoxy)phenoxy]-1-(propan-2-yl)-1H-1,2,4-triazol-3-yl}amino)-3-azabicyclo[3.2.1]octane-3-carboxylate FC=1C=C(OC2=NC(=NN2C(C)C)NC2[C@H]3CN(C[C@@H]2CC3)C(=O)OC(C)(C)C)C=CC1OC(F)(F)F